C1(CC1)COC[C@H]1N(CC(CC1)C1=CC=C(C=C1)C(F)(F)F)C1=CC=CC=C1C(=O)O (2S)-2-((cyclopropylmethoxy)methyl)-5-(4-(trifluoromethyl)phenyl)piperidine-1-Benzoic acid